OC1C[C@]2(CC[C@@](C1)(N2C(=O)OC(C)(C)C)C)C tert-butyl (1R,3r,5S)-3-hydroxy-1,5-dimethyl-8-azabicyclo[3.2.1]octane-8-carboxylate